ClC1=C(C(=O)N(C)C)C=CC(=C1)NC1CN(C1)C1CCN(CC1)S(=O)(=O)C1=C(C=CC=C1)C(F)(F)F 2-chloro-N,N-dimethyl-4-(1-(1-(2-(trifluoromethyl)phenylsulfonyl)piperidin-4-yl)azetidin-3-ylamino)benzamide